Cl.COC([C@@H](N)CC(=O)O)=O L-aspartic acid methyl ester hydrochloride